C[C@@H]1CN(C[C@@H](O1)C)C(=O)C=1C2=C(N(N1)CC(=O)N1CCC(CC1)C1=CC(=CC=C1)F)CCC2 2-{3-[(2R,6S)-2,6-dimethylmorpholine-4-carbonyl]-5,6-dihydrocyclopenta[c]pyrazol-1(4H)-yl}-1-[4-(3-fluorophenyl)piperidin-1-yl]ethan-1-one